4-(4-(4-chloro-3,5-dimethylphenoxy)-N-cyclopentylphenylsulfonamido)-2-hydroxybenzoic acid ClC1=C(C=C(OC2=CC=C(C=C2)S(=O)(=O)N(C2CCCC2)C2=CC(=C(C(=O)O)C=C2)O)C=C1C)C